ClC1=C(C=CC=C1)CC(=O)NC1=CC(=C2C=CC(=NC2=C1)OC)S(N)(=O)=O 2-(2-chlorophenyl)-N-(2-methoxy-5-sulfamoylquinolin-7-yl)acetamide